C12(OCC(C1)C2)COC2=C(C(=C(C=C2)NC=2C1=C(N=CN2)C=CC(=N1)N1[C@@H]2CN([C@H](C1)C2)C(C=C)=O)F)Cl 1-((1S,4S)-5-(4-((4-((2-Oxabicyclo[2.1.1]hexan-1-yl)methoxy)-3-chloro-2-fluorophenyl)amino)pyrido[3,2-d]pyrimidin-6-yl)-2,5-diazabicyclo[2.2.1]heptan-2-yl)prop-2-en-1-one